2-(2,2,7-trifluoro-3-oxo-6-(2,3,5,6-tetrafluorophenyl)-2,3-dihydro-4H-benzo[b][1,4]oxazin-4-yl)acetate FC1(C(N(C2=C(O1)C=C(C(=C2)C2=C(C(=CC(=C2F)F)F)F)F)CC(=O)[O-])=O)F